CC(C=O)(COC(C)=O)C 2,2-dimethyl-3-acetoxy-propanal